methyl 5-[[2-(4-tert-butyl-2-fluoro-5-hydroxy-phenyl)acetyl]amino]thiophene-2-carboxylate C(C)(C)(C)C1=CC(=C(C=C1O)CC(=O)NC1=CC=C(S1)C(=O)OC)F